methyl (2S,4R)-1-((4-(4-fluorophenoxy)benzoyl)glycyl)-4-methoxypyrrolidine-2-carboxylate FC1=CC=C(OC2=CC=C(C(=O)NCC(=O)N3[C@@H](C[C@H](C3)OC)C(=O)OC)C=C2)C=C1